C(C)[N+](CCCCCCCC[N+](C)(C)CC)(C)C octamethylenebis(ethyldimethylammonium)